ClCC=1C(=NOC1C1CC1)C1=C(C=C(C=C1Cl)OC)Cl 4-(chloromethyl)-5-cyclopropyl-3-(2,6-dichloro-4-methoxyphenyl)isoxazole